C(C=C)(=O)N1CCC(CC1)N1N=NC=2C(=NC=3C(=C(C(=CC3C21)C)C=2C=CC=C1C=CC=C(C21)C#N)F)O[C@@H](C)[C@H]2N(CCC2)C 8-(1-(1-acryloylpiperidin-4-yl)-6-fluoro-8-methyl-4-((S)-1-((S)-1-methylpyrrolidin-2-yl)ethoxy)-1H-[1,2,3]triazolo[4,5-c]quinolin-7-yl)-1-naphthonitrile